FC(COCC1OC1)(C(F)F)F 2-[(2,2,3,3-Tetrafluoropropoxy)methyl]oxirane